N-(4-(5-(difluoromethyl)-1,3,4-oxadiazol-2-yl)benzyl)-N-(thiazol-2-yl)methanesulfonamide FC(C1=NN=C(O1)C1=CC=C(CN(S(=O)(=O)C)C=2SC=CN2)C=C1)F